3-[N-(4-METHOXYBENZYL)SULFAMOYL]PHENYLBORONIC ACID B(C1=CC(=CC=C1)S(=O)(=O)NCC2=CC=C(C=C2)OC)(O)O